6-(2,4-dimethyl-1,3-benzoxazol-6-yl)-2-(1-methylpiperidin-4-yl)quinazolin-4(3H)-one CC=1OC2=C(N1)C(=CC(=C2)C=2C=C1C(NC(=NC1=CC2)C2CCN(CC2)C)=O)C